O=C1NC(CCC1N1C(N(C2=C1C=CC(=C2)C2C(CN(CC2)CC(=O)OC(C)(C)C)(F)F)C)=O)=O tert-butyl 2-[4-[1-(2,6-dioxo-3-piperidyl)-3-methyl-2-oxo-benzimidazol-5-yl]-3,3-difluoro-1-piperidyl]acetate